manganese-antimony [Sb].[Mn]